BrC=1C=C(C=CC1)C1(CC(C1)O)C(=O)O 1-(3-bromophenyl)-3-hydroxycyclobutyl-carboxylic acid